(3,4-difluoro-2-methoxy-phenyl)-4,5-dimethyl-5-(trifluoromethyl)tetrahydrofuran-2-carboxylic acid FC=1C(=C(C=CC1F)C1(OC(C(C1)C)(C(F)(F)F)C)C(=O)O)OC